9-bromo-2-cyclopropyl-7-(2'-methyl-1',2'-dihydro-4'H-spiro[cyclopropane-1,3'-pyrazino[1,2-b]indazol]-9'-yl)-8H-pyrido[1,2-a]pyrimidin-8-one BrC=1C(C(=CN2C1N=C(C=C2)C2CC2)C2=CC1=C3N(N=C1C=C2)CC2(N(C3)C)CC2)=O